COC(C(=O)N1C(CCCC1)C=1NC=C(N1)C1=CC=CC=C1)CC 2-methoxy-1-(2-(4-phenyl-1H-imidazol-2-yl)piperidin-1-yl)butan-1-one